propylene glycol di(octyl caprate) C(CCCCCCC)C(C(=O)OCC(C)OC(=O)C(CCCCCCCC)CCCCCCCC)CCCCCCCC